C(C=C)(=O)N1C[C@@H](N(CC1)C1=NC=NN2C1=CC(=C(C2=O)C2=C(C=CC=C2F)N)F)C (S)-4-(4-acryloyl-2-methylpiperazin-1-yl)-7-(2-amino-6-fluorophenyl)-6-fluoro-8H-pyrido[2,1-f][1,2,4]triazin-8-one